S(=O)(=O)(O)C1=CC=C(C=C1)N=C=S 4-sulfophenylisothiocyanate